ClC1=C(N)C=CC=C1CF 2-chloro-3-fluoromethylaniline